NC=1C(=NC(=C(N1)N1N=CC=N1)C=1C=CC=2N(C1)C(=CN2)C)C(=O)NC[C@@H]2C(CCC2)=O amino-6-[3-methylimidazo[1,2-a]pyridin-6-yl]-N-[[(2R)-oxocyclopentan-2-yl]methyl]-5-(2H-1,2,3-triazol-2-yl)pyrazine-2-carboxamide